CN1N=C(C=C1)NC1=NN2C(C=C(C=C2)C2=C(C=NC(=C2)C#CC)O[C@@H]2CC[C@H](CC2)O)=C1 trans-4-[[4-[2-[(1-methylpyrazol-3-yl)amino]pyrazolo[1,5-a]pyridin-5-yl]-6-prop-1-ynyl-3-pyridyl]oxy]cyclohexanol